ClC=1C=C(CC2C(CCC2)OC(=O)N[C@H](C(=O)N[C@H](C(=O)OC)C[C@H]2C(NCC2)=O)CC(C)C)C=CC1 methyl (2S)-2-((2S)-2-((((2-(3-chlorobenzyl)cyclopentyl)oxy) carbonyl)amino)-4-methylpentanamido)-3-((S)-2-oxopyrrolidin-3-yl)propanoate